S1C2=C(C=C1)C(=CC=C2)N2CCN(CC2)CCC2(CCC(CC2)NC(N(C)C)=O)C 3-(4-(2-(4-(benzo[b]thiophen-4-yl)piperazin-1-yl)ethyl)-4-methylcyclohexyl)-1,1-dimethylurea